3-[2-pyridylthio]propionohydrazide N1=C(C=CC=C1)SCCC(=O)NN